BrC=1C=C(C=C2C1C(OCC21CCOCC1)C)F 8-bromo-6-fluoro-1-methyl-2',3',5',6'-tetrahydrospiro[isochromane-4,4'-pyran]